C(=O)(O)C1=C(OC2=CC(=C(C=C2)C2(C3=CC=CC=C3C=3C=CC=CC23)C2=C(C=C(C=C2)OC2=C(C(=CC=C2)C(=O)O)C(=O)O)C2=CC=CC=C2)C2=CC=CC=C2)C=CC=C1C(=O)O 9,9-bis[4-(2,3-dicarboxyphenoxy)-2-phenylphenyl]fluorene